2-bromo-1-(3-chlorophenyl)ethanone BrCC(=O)C1=CC(=CC=C1)Cl